CN(C(CCCCCCCCC[C@@H]1[C@@H](C1)C[C@@H]1[C@@H](C1)CCCCC)CCCCCCCCC)C N,N-dimethyl-1-[(1S,2S)-2-{1-[(R,2R)-2-pentylcyclopropyl]methyl}cyclopropyl]nonadecan-10-amine